FC(CNC(=O)C1=CC=2C(N(C=C(C2N1)C1=C(C=CC(=C1)C(C)(C)O)OC1=C(C=C(C=C1C)F)C)C)=O)F N-(2,2-difluoroethyl)-7-(2-(4-fluoro-2,6-dimethylphenoxy)-5-(2-hydroxyprop-2-yl)phenyl)-5-methyl-4-oxo-4,5-dihydro-1H-pyrrolo[3,2-c]pyridine-2-amide